CNC1=NC(=NC=C1CNC1CN(CC2=CC=CC=C12)C(=O)OC(C)(C)C)SC tert-butyl 4-[[4-(methylamino)-2-methylsulfanyl-pyrimidin-5-yl]methylamino]-3,4-dihydro-1H-isoquinoline-2-carboxylate